(5R,6S)-5-(4-(4-(dimethoxymethyl)piperidin-1-yl)phenyl)-6-(pyridin-4-yl)-5,6,7,8-tetrahydronaphthalen-2-ol COC(C1CCN(CC1)C1=CC=C(C=C1)[C@@H]1C=2C=CC(=CC2CC[C@@H]1C1=CC=NC=C1)O)OC